didodecyl-dioctyl-tin C(CCCCCCCCCCC)[Sn](CCCCCCCC)(CCCCCCCC)CCCCCCCCCCCC